CC1=CC=CC=2N1N=C(C2)[C@H]2N(CCC1=C2N=CN1)C(=O)C=1OC(=NN1)C1=NC=CC=C1 (S)-(4-(7-methylpyrazolo[1,5-a]pyridin-2-yl)-6,7-dihydro-1H-imidazo[4,5-c]pyridin-5(4H)-yl)(5-(pyridin-2-yl)-1,3,4-oxadiazol-2-yl)methanone